N-(4-nitrophenyl)-2-((7-(trifluoromethyl)-[1,2,4]triazolo[1,5-c]pyrimidin-2-yl)thio)acetamide [N+](=O)([O-])C1=CC=C(C=C1)NC(CSC1=NN2C=NC(=CC2=N1)C(F)(F)F)=O